ONC(C1=CC=C(C=C1)NC(CC1=CNC2=CC=C(C=C12)C1=C(C=CC=C1)C(F)(F)F)=O)=O N-hydroxy-4-(2-(5-(2-trifluoromethylphenyl)-1H-indol-3-yl)acetamido)benzamide